2-(thien-2-ylmethyl)benzo[b]thiophene S1C(=CC=C1)CC1=CC2=C(S1)C=CC=C2